[Si](C1=CC=CC=C1)(C1=CC=CC=C1)(C(C)(C)C)OC[C@H](C)N1N=C2C(C(=NC(=C2)Cl)Cl)=C1 (S)-2-(1-((tert-Butyldiphenylsilyl)oxy)propan-2-yl)-4,6-dichloro-2H-pyrazolo[4,3-c]pyridine